(S)-7-((S)-5-Chloro-6-fluoro-2-phenyl-2-((S)-pyrrolidin-2-yl)-2,3-dihydrobenzofuran-4-yl)-6-fluoro-2,4-dihydrochromeno[3,4-d][1,2,3]triazole-8-carboxamide ClC=1C(=CC2=C(C[C@@](O2)([C@H]2NCCC2)C2=CC=CC=C2)C1C=1C(=CC2=C(C1F)OCC1=NNN=C12)C(=O)N)F